[Na+].[Na+].O=C1C2=CC(=CC=C2C(C=2C=CC(=CC12)S(=O)(=O)[O-])=O)S(=O)(=O)[O-] 9,10-dihydro-9,10-dioxo-2,7-anthracenedisulfonic acid disodium salt